BrC=1N=CC(=NC1)CN1CCOCC1 4-((5-Bromopyrazin-2-yl)methyl)morpholine